[I-].CC=1C=C2C(=CNC2=CC1)CC[NH2+]C(C)C [2-(5-methyl-1H-indol-3-yl)ethyl](propan-2-yl)azanium iodide